(R)-N-[1-(4-nitrophenyl)ethyl]acetamide [N+](=O)([O-])C1=CC=C(C=C1)[C@@H](C)NC(C)=O